CO[C@H](C(=O)NN)C1=CC=CC=C1 (S)-2-methoxy-2-phenylacetohydrazide